P(O)(O)O.P(O)(O)O Phosphorous acid (phosphite)